4-(4,5-dimethyl-1,3-oxazol-2-yl)-1-{[(2S)-5-oxopyrrolidin-2-yl]methoxy}-7-(prop-2-yloxy)isoquinoline-6-carboxamide CC=1N=C(OC1C)C1=CN=C(C2=CC(=C(C=C12)C(=O)N)OC(C)C)OC[C@H]1NC(CC1)=O